CC1=C(C(=O)NC2=CC(=CC=C2)NS(=O)(=O)C)C=C(C=C1)S(=O)(=O)N1CCCCC1 2-methyl-N-(3-(methylsulfonamido)phenyl)-5-(piperidin-1-ylsulfonyl)benzamide